N-[[(3,5-dichlorophenyl)amino]carbonyl]aminoacetic acid ClC=1C=C(C=C(C1)Cl)NC(=O)NCC(=O)O